Spiro[cyclohexane-1,4'-isochromane] C1OCC2(C3=CC=CC=C13)CCCCC2